C(#N)C1=C(C=C(C=C1)OC)S(=O)(=O)N1CCC2(CC(CO2)NC[C@@H](COC=2C=C(C=CC2)S(=O)(=O)NC)O)CC1 3-((2S)-3-(8-(2-cyano-5-methoxyphenylsulphonyl)-1-oxa-8-azaspiro[4.5]decan-3-ylamino)-2-hydroxypropoxy)-N-methylbenzenesulphonamide